5-Methyl-Nicotinic Acid CC=1C=NC=C(C(=O)O)C1